rac-tert-butyl ((1S,4S,7S)-2-(5-iodo-3-methyl-4-oxo-7-((2-(trimethylsilyl)ethoxy)methyl)-4,7-dihydro-3H-pyrrolo[2,3-d]pyrimidin-2-yl)-2-azabicyclo[2.2.1]heptan-7-yl)carbamate IC1=CN(C=2N=C(N(C(C21)=O)C)N2[C@H]1CC[C@@H](C2)[C@@H]1NC(OC(C)(C)C)=O)COCC[Si](C)(C)C |r|